1-cyclopropyl-5,5-dimethyl-bicyclo[2.1.1]Hexane C1(CC1)C12CCC(C1(C)C)C2